CN(C1CN(C1)C(=O)C1=NC=2CN(CCC2C(=C1)N1CCN(CC1)C(C=C)=O)C1=CC=CC2=CC=CC=C12)C 1-(4-(2-(3-(dimethylamino)azetidine-1-carbonyl)-7-(naphthalen-1-yl)-5,6,7,8-tetrahydro-1,7-naphthyridin-4-yl)piperazin-1-yl)prop-2-en-1-one